dimethyl-ethoxysilylmethylthioacetate C[Si](OCC)(C)COC(C)=S